BrC1=CC2=C(N(C(OC2=O)=O)CCN2CCOCC2)C=C1 6-bromo-1-(2-morpholinoethyl)-2H-benzo[d][1,3]oxazine-2,4(1H)-dione